(6,8-dichloro-1-methyl-3,4-dihydroisoquinolin-2(1H)-yl)(1-(pyridin-3-yl)pyrrolidin-3-yl)methanone ClC=1C=C2CCN(C(C2=C(C1)Cl)C)C(=O)C1CN(CC1)C=1C=NC=CC1